3-(benzyl-(4-(3,4-dichlorophenyl)-5-isobutylthiazol-2-yl)amino)-N-methylpropanamide C(C1=CC=CC=C1)N(CCC(=O)NC)C=1SC(=C(N1)C1=CC(=C(C=C1)Cl)Cl)CC(C)C